FC1=C(OCC(=O)C2=CC(=C(C=C2)O)F)C=CC(=C1)C(CN1C[C@@H]2[C@H](C1)CC(C2)(O)CC2=CC=C(C=C2)F)=O 2-(2-fluoro-4-(2-((3aR,5r,6aS)-5-(4-fluorobenzyl)-5-hydroxyhexa-hydrocyclopenta[c]pyrrol-2(1H)-yl)acetyl)phenoxy)-1-(3-fluoro-4-hydroxyphenyl)ethanone